C(C)(C)N(C1=CC=CC(=N1)S(=O)(=O)NC(=O)C=1C(=NC=CC1)N1C(CC(C1)C)(C)C)C N-[[6-[Isopropyl(methyl)amino]-2-pyridyl]sulfonyl]-2-(2,2,4-trimethylpyrrolidin-1-yl)pyridin-3-carboxamid